O1N=NC(=C1)CC(=O)N oxadiazoleacetamide